C(CCCCCCCCCCCCCCCCCCCCCCC(=O)N)CCCCCCCCCCCCCCCCCCCCCC(=O)N ethylenebis-behenamide